8-chloro-1-octanol ClCCCCCCCCO